(S)-11,11,15,16-tetramethyl-1-(4-((5-nitropyridin-2-yl)disulfanyl)phenyl)-3,8,14-trioxo-2-oxa-10-thia-4,7,15-triazaheptadecane-17-oic acid CC(SCC(NCCNC(OCC1=CC=C(C=C1)SSC1=NC=C(C=C1)[N+](=O)[O-])=O)=O)(CCC(N([C@H](C(=O)O)C)C)=O)C